tert-pentoxydimethylsilane C(C)(C)(CC)O[SiH](C)C